COC=1C=C(C=C(C1OC)OC)C=1N=NN(C1)CCOCC=1NC=C(CC1C(=O)O)C(=O)O 2-((2-(4-(3,4,5-trimethoxyphenyl)-1H-1,2,3-triazol-1-yl)ethoxy)methyl)-1,4-dihydropyridine-3,5-dicarboxylic acid